COC1=CC=C(CSC2=C3C=NNC3=CC=C2)C=C1 4-((4-methoxybenzyl)thio)-1H-indazole